C12CN(CC(CC1)O2)C2=C(C=C(C(=C2)OC)NC2=NC=NC(=C2)N2OCC[C@@H]2C2=C(C(=CC=C2)F)F)NC(C=C)=O N-(2-(8-oxa-3-azabicyclo[3.2.1]octan-3-yl)-5-((6-((R)-3-(2,3-difluoro-phenyl)-isoxazolidine-2-yl)pyrimidine-4-yl)amino)-4-methoxyphenyl)acrylamide